ClC=1C=CC(=C(C1)C1=NN(C=C1NC(=O)C=1C=NN2C1N=CC=C2)CC2OCC2)OC N-(3-(5-chloro-2-methoxyphenyl)-1-(oxetan-2-ylmethyl)-1H-pyrazol-4-yl)pyrazolo[1,5-a]pyrimidine-3-carboxamide